C(C)(C)(C)N1N=C(C=C1NC(OCC1=CC=CC=C1)=O)[C@@H]1C[C@@H](CC1)OC(NCC)=O benzyl (1-tert-butyl-3-{(1S,3R)-3-[(ethylcarbamoyl)oxy]cyclopentyl}-1H-pyrazol-5-yl)carbamate